N1=CC=C(C=C1)CCSCCSCCSCCC1=CC=NC=C1 1,11-Bis(4-pyridyl)-3,6,9-trithiaundecan